CC(C(=O)N1CCN(CC1)C(=O)OC(C)(C)C)(C)C tert-Butyl 4-(2,2-dimethylpropanoyl)piperazine-1-carboxylate